2-((8-isopropyl-1-oxaspiro[4.5]decan-2-yl)oxy)ethan-1-ol C(C)(C)C1CCC2(CCC(O2)OCCO)CC1